(4-amino-1,3-dihydrofuro[3,4-c][1,7]naphthyridin-8-yl)-[3-[4-(trifluoromethyl)phenyl]morpholin-4-yl]methanone NC1=NC=2C=NC(=CC2C2=C1COC2)C(=O)N2C(COCC2)C2=CC=C(C=C2)C(F)(F)F